5-(4-(diphenyl-amino)phenyl)thiophene-2-formaldehyde C1(=CC=CC=C1)N(C1=CC=C(C=C1)C1=CC=C(S1)C=O)C1=CC=CC=C1